9-undecenoic acid-1-(3-pentoxy silyl)-ethyl ester CCC(CC)O[SiH2]C(C)OC(CCCCCCCC=CC)=O